ClC1=NC=CC(=N1)C(=O)NC=1C=NC=CC1C1(OCCO1)CCC 2-chloro-N-(4-(2-propyl-1,3-dioxolan-2-yl)pyridin-3-yl)pyrimidine-4-carboxamide